ethyl 2-({6-[(1,3-benzothiazol-2-yl) amino]-5-methylpyridazin-3-yl} (methyl) amino)-5-[(3R)-3-(benzyloxy) pyrrolidin-1-yl]-1,3-thiazole-4-carboxylate S1C(=NC2=C1C=CC=C2)NC2=C(C=C(N=N2)N(C=2SC(=C(N2)C(=O)OCC)N2C[C@@H](CC2)OCC2=CC=CC=C2)C)C